tert-butyl 4-(azetidin-1-yl)-2-ethyl-5,7-dihydro-6H-pyrrolo[3,4-d]pyrimidine-6-carboxylate N1(CCC1)C=1C2=C(N=C(N1)CC)CN(C2)C(=O)OC(C)(C)C